6-((S)-2-((3aR,5R,6aS)-5-(4-fluorophenoxy)-3a-hydroxycyclopenta[c]pyrrol-2(1H)-yl)-1-hydroxyethyl)-3,4-dihydroquinolin-2(1H)-one FC1=CC=C(OC2=C[C@]3(C(CN(C3)C[C@@H](O)C=3C=C4CCC(NC4=CC3)=O)=C2)O)C=C1